ClNC1=CC(=C(C(=C1)F)F)I chloro-4,5-difluoro-3-iodoaniline